ClC=1C=C2C(=CC(=NC2=C(C1)C(C)NC1=C(C(=O)OC)C=CC=C1)N1CCOCC1)C#C[Si](C)(C)C methyl 2-((1-(6-chloro-2-morpholino-4-((trimethylsilyl)ethynyl)quinolin-8-yl)ethyl)amino)benzoate